FC(OC=1C=C2CCC(C2=CC1)=O)F 5-(difluoromethoxy)indan-1-one